tert-butyl 4-((difluoromethoxy) methyl)-4-phenethylpiperidine-1-carboxylate FC(OCC1(CCN(CC1)C(=O)OC(C)(C)C)CCC1=CC=CC=C1)F